3-(3-aminopropionylamino)propionic acid NCCC(=O)NCCC(=O)O